S(=O)(=O)(C1=CC=C(C)C=C1)N1C=CC2=CC(=CC=C12)C=O (1-tosyl-1H-indol-5-yl)methanone